(2R,3R,11bR)-9,10-dimethoxy-3-(2-methylpropyl)-1H,2H,3H,4H,6H,7H,11bH-pyrido[2,1-a]isoquinolin-2-ol COC=1C=C2CCN3[C@@H](C2=CC1OC)C[C@H]([C@@H](C3)CC(C)C)O